NC1=CC=C(C=N1)N1CCN(CC1)C(=O)OC(C)(C)C Tert-butyl 4-(6-aminopyridin-3-yl)piperazine-1-carboxylate